N-(6-Carbamoylpyrazin-2-yl)-3-(4-fluoro-2-methoxyphenoxy)-6-(trifluoromethyl)pyridazine-4-carboxamide C(N)(=O)C1=CN=CC(=N1)NC(=O)C1=C(N=NC(=C1)C(F)(F)F)OC1=C(C=C(C=C1)F)OC